NCCCC[C@H](C1=NC=C2C=CC(=NC2=C1)C1=NC(=CC=C1)N1C[C@@H](O[C@@H](C1)C)C)C1=C(C(=O)N)C=CC(=C1S(=O)(=O)C)C ((S)-5-amino-1-(2-(6-((cis)-2,6-dimethylmorpholino)pyridin-2-yl)-1,6-naphthyridin-7-yl)pentyl)-4-methyl-3-(methylsulfonyl)benzamide